O-(trimethylsilyl) carbamate C(N)(O[Si](C)(C)C)=O